(1R,2R)-1-methyl-2-(trifluoromethyl)cyclopropane C[C@H]1[C@@H](C1)C(F)(F)F